N-(2-(4-ethylpiperazin-1-yl)ethyl)acetamide C(C)N1CCN(CC1)CCNC(C)=O